[3-(4-methylpiperazin-1-yl)phenyl]acetic acid CN1CCN(CC1)C=1C=C(C=CC1)CC(=O)O